Pyrimidin-4-amine dihydrochloride Cl.Cl.N1=CN=C(C=C1)N